6-(difluoromethoxy)-5-fluoro-N-[(1-methyl-1H-benzotriazol-7-yl)methyl]pyridine-3-carboxamide FC(OC1=C(C=C(C=N1)C(=O)NCC1=CC=CC2=C1N(N=N2)C)F)F